N-(2,3-dichlorobenzoyl)-O-(trans-3-(2-(5,6,7,8-tetrahydro-1,8-naphthyridin-2-yl)ethyl)cyclobutyl)homoserine ClC1=C(C(=O)N[C@@H](CCO[C@@H]2C[C@H](C2)CCC2=NC=3NCCCC3C=C2)C(=O)O)C=CC=C1Cl